C(C)OC(=O)C=1N=C(SC1)NC(C(CC)C1=CC=CC=C1)=O (2-phenylbutyrylamino)thiazole-4-carboxylic acid ethyl ester